propyloxymagnesium chloride C(CC)O[Mg]Cl